CCCCCCCCCCCCCCCCCCCCCCCC(=O)O[C@H](CC(=O)[O-])C[N+](C)(C)C Tetracosanoyl-carnitine